C1(CCC1)CN(C(=O)OCC1=C(C=NN1C)C=1N=C(C(=NC1)O[C@@H]1C[C@H](CC1)C(=O)O)C)C |r| (±)-Trans-3-((5-(5-((((cyclobutylmethyl)(methyl)carbamoyl)oxy)methyl)-1-methyl-1H-pyrazol-4-yl)-3-methylpyrazin-2-yl)oxy)cyclopentanecarboxylic Acid